FC(CC1=COC2=C1C=CC=C2)(F)F 3-trifluoroethyl-benzofuran